C(CCC)NC=1C2=C(N=C(N1)N)C(=NN2CC2=C(C=C(C=C2)CCl)OC)F N7-butyl-1-(4-(chloromethyl)-2-methoxybenzyl)-3-fluoro-1H-pyrazolo[4,3-d]pyrimidine-5,7-diamine